(2R,3S,4S,5R)-3-(3,4-difluoro-2-methoxyphenyl)-N-(6-((S)-1,2-dihydroxyethyl)pyridin-3-yl)-4,5-dimethyl-5-(trifluoromethyl)tetrahydrofuran-2-carboxamide FC=1C(=C(C=CC1F)[C@H]1[C@@H](O[C@]([C@H]1C)(C(F)(F)F)C)C(=O)NC=1C=NC(=CC1)[C@@H](CO)O)OC